N/C(=C(\C(=O)OC)/N1N=NC2=C1C=CC=C2)/C2=CC=CC=C2 methyl (E)-3-amino-2-(1H-benzo[d][1,2,3]triazol-1-yl)-3-phenylacrylate